C1(=CC=CC=C1)C1=NC(=CC(=N1)C=1C=C(C=C(C1)N1C2=CC=C(C=C2C=2C=C(C=CC12)C1=C(C=C(C=C1C)C)C)C1=C(C=C(C=C1C)C)C)N1C2=CC=C(C=C2C=2C=C(C=CC12)C1=C(C=C(C=C1C)C)C)C1=C(C=C(C=C1C)C)C)C1=CC=CC=C1 9,9'-(5-(2,6-diphenylpyrimidin-4-yl)-1,3-phenylene)bis(3,6-dimesityl-9H-carbazole)